ClC1=C2C(=NC=C1C#CC1=C(C#N)C=CC=N1)NC=C2 ((4-chloro-1H-pyrrolo[2,3-b]Pyridin-5-yl)ethynyl)nicotinonitrile